NC1=NC2=CC(=CC=C2C=C1)CN(C(=O)C=1C=NC=CC1)[C@H]1CCCC=2C=CC=NC12 N-[(2-aminoquinolin-7-yl)methyl]-N-[(8S)-5,6,7,8-tetrahydroquinolin-8-yl]pyridine-3-carboxamide